C(C)(C)(C)OC(=O)NNCC1=C(C=C(C(=C1)C)Br)F 2-(4-bromo-2-fluoro-5-methylbenzyl)hydrazine-1-carboxylic acid tert-butyl ester